3-((4-(5-chloro-2-((6,6-dimethylmorpholin-2-yl)methyl)-3-methylphenyl)pyrrolo[2,1-f][1,2,4]triazin-6-yl)methyl)-6,6-dimethyl-3-azabicyclo[3.1.0]hexane-2,4-dione hydrochloride Cl.ClC=1C=C(C(=C(C1)C1=NC=NN2C1=CC(=C2)CN2C(C1C(C1C2=O)(C)C)=O)CC2CNCC(O2)(C)C)C